2-methylpropanesulfonic acid sodium salt [Na+].CC(CS(=O)(=O)[O-])C